propylene glycol monoundecyl ether C(CCCCCCCCCC)OCC(C)O